ClC=1C=CC2=C(C(C[C@H](O2)C(=O)NC23CC(C2)(C3)NC(COC3=CC(=C(C=C3)Cl)F)=O)=O)C1 (2S)-6-chloro-N-{3-[2-(4-chloro-3-fluorophenoxy)acetamido]bicyclo[1.1.1]pent-1-yl}-4-oxo-3,4-dihydro-2H-1-benzopyran-2-carboxamide